NCCCCCC[Si](O[Si](C)(C)C)(C)CCCCCCN Bis(aminohexyl)tetramethyl-disiloxane